CC=1NC2=C(C=CC(=C2C1C)N[C@H]1CNCCC1)C(=O)N |r| (RS)-2,3-dimethyl-4-(piperidin-3-ylamino)-1H-indole-7-carboxamide